C(C1=CC=CC=C1)C1N(CC2=CC=CC=C2C1)C 3-benzyl-2-methyl-3,4-dihydroisoquinoline